(12aS)-2-acryloyl-10-chloro-7-((2-isopropylphenyl)amino)-9-(5-methyl-1H-indazol-4-yl)-1,2,3,4,12,12a-hexahydro-6H-benzo[f]pyrazino[2,1-c][1,4]oxazepin-6-one C(C=C)(=O)N1C[C@H]2COC3=C(C(N2CC1)=O)C(=CC(=C3Cl)C3=C1C=NNC1=CC=C3C)NC3=C(C=CC=C3)C(C)C